(3-Chloro-4-fluorophenyl)-1-((5-(difluoromethyl)-1H-pyrazol-3-yl)methyl)-1-(5-methoxypyridin-3-yl)urea ClC=1C=C(C=CC1F)NC(N(C=1C=NC=C(C1)OC)CC1=NNC(=C1)C(F)F)=O